(S,E)-7-(Dimethylamino)-1-((1-((7-fluoro-4-isobutyl-3H-imidazo[4,5-c]pyridin-2-yl)methyl)-6-isobutyl-2-oxo-1,2-dihydropyridin-3-yl)amino)-1,7-dioxohept-5-en-2-yl-dimethylcarbamat CN(C(/C=C/CC[C@H](C(=O)NC=1C(N(C(=CC1)CC(C)C)CC1=NC2=C(C(=NC=C2F)CC(C)C)N1)=O)CN(C([O-])=O)C)=O)C